BrC=1C(=CC2=C(OCCCN2)C1)C 8-bromo-7-methyl-2,3,4,5-tetrahydrobenzo[b][1,4]oxazepine